3-Cyclopentyl-1,3-dimethyl-1-(2-{[4-(4-methylpiperazin-1-yl)phenyl]amino}-5-[2-(triisopropylsilyl)ethynyl]pyrido[2,3-d]pyrimidin-7-yl)urea C1(CCCC1)N(C(N(C=1C=C(C2=C(N=C(N=C2)NC2=CC=C(C=C2)N2CCN(CC2)C)N1)C#C[Si](C(C)C)(C(C)C)C(C)C)C)=O)C